C(C)(C)(C)OC(=O)N1CC(C1)C1CCN(CC1)CCO 3-(1-(2-hydroxyethyl)piperidin-4-yl)azetidine-1-carboxylic acid tert-butyl ester